ClC1=NC(=C2N=CN(C2=N1)C(C)C)NCC1=C(C=CC=C1)N1N=C(C=C1)N1CC(CC1)(F)F 2-chloro-N-(2-(3-(3,3-difluoropyrrolidin-1-yl)-1H-pyrazol-1-yl)benzyl)-9-isopropyl-9H-purin-6-amine